methyl (Z)-2-methoxy-3-(4-(2-(5-(methyl-d3)-2-phenyloxazol-4-yl)ethoxy)benzo[b]thiophen-7-yl)acrylate CO\C(\C(=O)OC)=C/C1=CC=C(C2=C1SC=C2)OCCC=2N=C(OC2C([2H])([2H])[2H])C2=CC=CC=C2